ClC=1N=CC2=C(N1)N(C(=C2)C(=O)N(C)C)C=2C=C1CCC(C1=CC2)N(C)C 2-chloro-7-(1-(dimethylamino)-2,3-dihydro-1H-inden-5-yl)-N,N-dimethyl-7H-pyrrolo[2,3-d]pyrimidine-6-carboxamide